NC1=C2CN(C(C2=CC=C1)=O)C1C(NC(CC1)=O)=O 3-(4'-amino-1-oxo-1,3-dihydro-2H-isoindole-2-yl)piperidine-2,6-dione